3-[2-(3-methoxy-4-methyl-phenoxy)-4-pyridyl]-8-oxa-1,3-diazaspiro[4.5]decane-2,4-dione COC=1C=C(OC2=NC=CC(=C2)N2C(NC3(C2=O)CCOCC3)=O)C=CC1C